CC(CCC(=O)OCC)=CCCCC ethyl 4-methyl-4-nonenoate